5-ethylsulfonyl-N-(2-methylthioethoxy)-6-(6-pentafluoroethyl-3-methyl-3H-imidazo[4,5-c]pyridazin-2-yl)nicotinamide bromide [Br-].C(C)S(=O)(=O)C=1C(=NC=C(C(=O)NOCCSC)C1)N1NC=2C(=CC1C)N=C(N2)C(C(F)(F)F)(F)F